3-(5-(((S)-1-((2-((1S,3S)-3-Methoxycyclopentyl)quinolin-6-yl)methyl)pyrrolidin-3-yl)oxy)-1-oxoisoindolin-2-yl)piperidine-2,6-dione CO[C@@H]1C[C@H](CC1)C1=NC2=CC=C(C=C2C=C1)CN1C[C@H](CC1)OC=1C=C2CN(C(C2=CC1)=O)C1C(NC(CC1)=O)=O